OCC1=C(C(=CC(=C1)C(C)C)CO)O 2,6-bis-hydroxymethyl-4-isopropyl-phenol